C(CCC)C=1C(=NC=C(C1N1C=NC(=C1)C1CC1)F)C(=O)OCN(CO)CCCC 1,1'-(butylimino)dimethanol butyl-4-(4-cyclopropyl-1H-imidazol-1-yl)-5-fluoropyridinecarboxylate